FC(C1=C(C=CC(=C1)C(F)(F)F)C1CCC2=C(N(C1=O)CC#CC1CCCC1)C=CC(=C2)F)(F)F 3-(2,4-bis(trifluoromethyl)phenyl)-1-(3-cyclopentylprop-2-ynyl)-7-fluoro-4,5-dihydro-1H-benzo[b]azepin-2(3H)-one